2-Cyano-2-propyldodecyl trithiocarbonate (2-Cyano-2-propyl dodecyl trithiocarbonate) C(#N)C(CSC(S)=S)(CCCCCCCCCC)CCC.C(SCC(CCCCCCCCCC)(CCC)C#N)(S)=S